O1C(CCCC1)N1N=C(C2=CC(=CC=C12)C=1C(=NC=CC1)C(=O)N)C1C(C1)C(F)(F)F 1-(tetrahydro-2H-pyran-2-yl)-3-(2-(trifluoromethyl)cyclopropyl)-1H-indazol-5-yl-picolinamide